2-(1-methyl-1H-pyrazol-5-yl)benzonitrile CN1N=CC=C1C1=C(C#N)C=CC=C1